(5-(4-(4-cyanophenyl)-4-fluoropiperidine-1-carbonyl)-2,4-dimethylphenyl)carbamic acid 1-acetylpyrrolidin-3-yl ester C(C)(=O)N1CC(CC1)OC(NC1=C(C=C(C(=C1)C(=O)N1CCC(CC1)(F)C1=CC=C(C=C1)C#N)C)C)=O